(2S,4R)-4-hydroxy-N-(2-hydroxy-4-(4-methylthiazol-5-yl)benzyl)-1-((R)-3-methyl-2-(3-morpholinoisoxazol-5-yl)butanoyl)pyrrolidine-2-carboxamide O[C@@H]1C[C@H](N(C1)C([C@H](C(C)C)C1=CC(=NO1)N1CCOCC1)=O)C(=O)NCC1=C(C=C(C=C1)C1=C(N=CS1)C)O